7-(piperidin-4-yloxy)thieno[3,2-b]pyridine dihydrochloride Cl.Cl.N1CCC(CC1)OC1=C2C(=NC=C1)C=CS2